[2H4]-beta-alanine N(C(CC(=O)O)([2H])[2H])([2H])[2H]